ClC1=C(C(=O)N2COC3=C(C2)C=CC=C3C3=CC(=C(C(=O)OC)C=C3F)N3C2COCC3CC2)C(=CC(=C1)N1CC2(C1)CC[C@H]2O)Cl |r| Methyl 4-[3-[2,6-dichloro-4-(rac-7-hydroxy-2-azaspiro[3.3]heptan-2-yl)benzoyl]-2,4-dihydro-1,3-benzoxazin-8-yl]-5-fluoro-2-(3-oxa-8-azabicyclo[3.2.1]octan-8-yl)benzoate